[N+](=O)([O-])C1=C(C=CC(=C1)[N+](=O)[O-])NC(C1=CC=C(C=C1)[N+](=O)[O-])=O N-(2,4-DINITROPHENYL)-4-NITROBENZAMID